2,4-dichloro-6-(methoxyphenylphosphinyl)-1,3,5-triazine ClC1=NC(=NC(=N1)Cl)P(=O)(C1=CC=CC=C1)OC